C(CCC)NC=1C2=C(N=C(N1)N)C=NN2CC2=C(C=CC(=C2)CN2CCNCC2)OC N7-butyl-1-({2-methoxy-5-[(piperazin-1-yl)methyl]-phenyl}methyl)-1H-pyrazolo[4,3-d]pyrimidine-5,7-diamine